FC1=C(C=CC=C1)SC(=CC(=O)NC1=CC=CC=C1)F 3-((2-fluorophenyl)thio)-3-fluoro-N-phenylacrylamide